C(C=CC)OC[C@H](N)C(=O)O L-O-crotylserine